2-(dimethylamino)-1-(4-nitrophenyl)-3-((4-vinylbenzoyloxy)propionyl)-3,5-bis(trifluoromethyl)benzenesulfonamide CN(C1C(C=C(CC1(C(F)(F)F)C(CCOC(C1=CC=C(C=C1)C=C)=O)=O)C(F)(F)F)(S(=O)(=O)N)C1=CC=C(C=C1)[N+](=O)[O-])C